ClC=1N=NC(=C(N1)N1CC2(C1)CCNCC2)Cl 2-(3,6-dichloro-1,2,4-triazin-5-yl)-2,7-diazaspiro[3.5]nonane